FC(CC(C(=O)NC1=NC=CC(=C1)C1=C(C2=NC=CC=C2N1)C1=CC=CC=C1)C1=CC=C(C=C1)F)F (-)-4,4-difluoro-2-(4-fluorophenyl)-N-[4-(3-phenyl-1H-pyrrolo[3,2-b]pyridin-2-yl)pyridin-2-yl]butanamide